COC1=NC=CC=C1C(C)N (2-methoxypyridin-3-yl)ethan-1-amine